C(C)OC(C(C(C)=O)CC1CCCCC1)=O ethyl-2-(cyclohexylmethyl)-3-oxobutanoate